COC=1C=C(CN2C(N(C3=CC=C(C=C3C2=O)O[C@H](CF)C)C2CCOCC2)=O)C=CC1OC 3-(3,4-dimethoxybenzyl)-6-[(1S)-2-fluoro-1-methylethoxy]-1-(tetrahydro-2H-pyran-4-yl)quinazoline-2,4(1H,3H)-dione